CC(C)(CCC(C)(OOC(C)(C)CC)C)OOC(C)(C)CC 2,5-dimethyl-2,5-di(t-amylperoxy)hexane